N[C@@H](CNC1=NC(=C2C(=N1)N(N=C2)C)N[C@@H](COC)C)C2=CC=CC=C2 N6-[(2R)-2-amino-2-phenyl-ethyl]-N4-[(1R)-2-methoxy-1-methyl-ethyl]-1-methyl-pyrazolo[3,4-d]pyrimidine-4,6-diamine